N1-(6-(4-(4-isopropylpiperazin-1-yl)phenyl)-1-methyl-2-(4-(methylsulfonyl)phenyl)-1H-benzo[d]imidazol-4-yl)-N1,N2,N2-trimethylethane-1,2-diamine C(C)(C)N1CCN(CC1)C1=CC=C(C=C1)C=1C=C(C2=C(N(C(=N2)C2=CC=C(C=C2)S(=O)(=O)C)C)C1)N(CCN(C)C)C